3-(4-(4,4,5,5-tetramethyl-1,3,2-dioxaborolan-2-yl)-1H-pyrazol-1-yl)propanenitrile CC1(OB(OC1(C)C)C=1C=NN(C1)CCC#N)C